(S)-5-methyl-1-(pyridin-4-yl)pyrrolidin-2-one C[C@H]1CCC(N1C1=CC=NC=C1)=O